C(C)[SiH](OCCCOC)CCC ethyl-propyl-methoxypropoxysilane